CC=1SC=C(N1)[C@@H](C(=O)N1CC=2CN(CC2C1)S(=O)(=O)C1=NN(C=C1)C)CC (2S)-2-(2-methyl-1,3-thiazol-4-yl)-1-{5-[(1-methyl-1H-pyrazol-3-yl)sulfonyl]-1H,2H,3H,4H,5H,6H-pyrrolo[3,4-c]pyrrol-2-yl}butan-1-one